tert-Butyl (1-oxo-1-(phenylamino)hexan-2-yl)carbamate O=C(C(CCCC)NC(OC(C)(C)C)=O)NC1=CC=CC=C1